3-Morpholinocyclobutanol O1CCN(CC1)C1CC(C1)O